C(=O)C1=CC=C(N1)C(=O)O 5-FORMYL-1H-PYRROLE-2-CARBOXYLIC ACID